FC(OC1=C(C(=C(C=C1)[C@H]1[C@@H](O[C@]([C@H]1C)(C(F)(F)F)C)C(=O)O)OC)F)F (2r,3s,4s,5r)-3-(4-(difluoromethoxy)-3-fluoro-2-methoxyphenyl)-4,5-dimethyl-5-(trifluoromethyl)tetrahydrofuran-2-carboxylic acid